C(C)OC(=O)C1=NNC=2C[C@@](CCC12)(C)COC (6S)-6-(methoxymethyl)-6-methyl-1,4,5,7-tetrahydroindazole-3-carboxylic acid ethyl ester